[2-(acryloyloxy)ethyl]trimethylammonium methyl-sulfate COS(=O)(=O)[O-].C(C=C)(=O)OCC[N+](C)(C)C